2'-[propane-1,2-diylbis(azanylylidenemethanylylidene)]diphenol C(C(C)N=CC1=C(C=CC=C1)O)N=CC1=C(C=CC=C1)O